methyl 3-(1-(methyl-d3)-1H-pyrazol-4-yl)benzoate C(N1N=CC(=C1)C=1C=C(C(=O)OC)C=CC1)([2H])([2H])[2H]